COCCN[C@@]1(C(CCCC1)=O)C1=CC=CC=C1 (R)-2-((2-methoxyethyl)amino)-2-phenylcyclohexan-1-one